2-(4-chloro-3,5-difluorophenyl)-N-hydroxyacetamidine ClC1=C(C=C(C=C1F)CC(=N)NO)F